N-methoxytrimethyl-ammonium CO[N+](C)(C)C